CN1CCN(CC1)C(=O)C=1C=C2C=CC(=CC2=CC1)CCNC1=NC=NC2=CC=C(C=C12)C#N 4-((2-(6-(4-methylpiperazin-1-carbonyl)naphthalen-2-yl)ethyl)amino)quinazolin-6-carbonitrile